CN1N=C(C=C1)OC1=CC=C2C(=N1)C(=CS2)C2=CC=NC=C2 5-((1-methyl-1H-pyrazol-3-yl)oxy)-3-(pyridin-4-yl)thieno[3,2-b]pyridine